N1=C(C=CC=C1)CN(CC1=NC=CC=C1)CC1=CC=C(C=N1)COCC(=O)N 2-((6-((bis(pyridin-2-ylmethyl)amino)methyl)pyridin-3-yl)methoxy)acetamide